N-Boc-N-(4-methoxybenzyl)benzophenone hydrazone C(=O)(OC(C)(C)C)N(N=C(C1=CC=CC=C1)C1=CC=CC=C1)CC1=CC=C(C=C1)OC